tetramethyl-1,4,7,10-tetraazacyclotetradecane-1,4,7,10-tetraacetic acid CC1(C(N(CCCCN(CCN(CCN1CC(=O)O)CC(=O)O)CC(=O)O)CC(=O)O)(C)C)C